ClCOC(CC(C(=O)OC(C)(C)C)(C)C)=O 2,2-Dimethylbutanedioic acid 1-tert-butyl 4-(chloromethyl) ester